Ferricyanid [Fe-3](C#N)(C#N)(C#N)(C#N)(C#N)C#N